(1S,2S-3R,4R)-3-((R)-1-acetamido-2-ethylbutyl)-4-(tert-butyloxycarbonylamino)-2-hydroxycyclopentanecarboxylic acid methyl ester COC(=O)[C@@H]1[C@H]([C@H]([C@@H](C1)NC(=O)OC(C)(C)C)[C@@H](C(CC)CC)NC(C)=O)O